NC1(CC1)C=1C=C2C=C(N(C2=CC1)CCCC(F)(F)F)CN1C(N(C2=C1C=C(C=C2)F)C2CC2)=O 3-((5-(1-aminocyclopropyl)-1-(4,4,4-trifluorobutyl)-1H-indol-2-yl)methyl)-1-cyclopropyl-5-fluoro-1,3-dihydro-2H-benzo[d]imidazol-2-one